ClC1=CC(=C(OC2=C(C=NN2C2COC2)C(=O)O)C(=C1)F)F 5-(4-Chloro-2,6-difluorophenoxy)-1-(oxetan-3-yl)pyrazole-4-carboxylic acid